C(C)OC1C(C(CCC1(C(C)=O)C1=CC=CC=C1)(N)N)(C1=CC=C(C=C1)NC(C1=CC=CC=C1)=O)C=CC#N ethoxy-4-phenyl-(2-cyano)-vinyl-4-benzamido-phenyl-4-acetylcyclohexanediamine